NC(CNCC1=CC(=NC=C1)NC([C@H](C1CCC(CC1)C)NC(OC(C)(C)C)=O)=O)(C)C Tert-butyl ((S)-2-((4-(((2-amino-2-methylpropyl)amino)methyl)-pyridin-2-yl)amino)-1-((1r,4S)-4-methylcyclohexyl)-2-oxoethyl)carbamate